6-isooctyl-m-ethylphenol C(CCCCC(C)C)C1=CC=C(C=C1O)CC